(cis)-1-benzyl 5-methyl 3,3-difluorohexahydrocyclopenta[b]pyrrole-1,5(2H)-dicarboxylate FC1(C2C(N(C1)C(=O)OCC1=CC=CC=C1)CC(C2)C(=O)OC)F